ClC1=CC=C(C=C1)C1(CN(CC1)C1COC1)NS(=O)(=O)C1=CC=C(C=C1)OC(F)(F)F N-(3-(4-chlorophenyl)-1-(oxetan-3-yl)pyrrolidin-3-yl)-4-(trifluoromethoxy)benzene-sulfonamide